O1CCN(CC1)C(CNC(CN([C@@H](CCCCNC(CCCCC(=O)O)=O)C(=O)NCC(=O)N1CCOCC1)CC(NCC(N1CCOCC1)=O)=O)=O)=O (S)-6-((5-(bis(2-((2-morpholino-2-oxoethyl)amino)-2-oxoethyl)amino)-6-((2-morpholino-2-oxoethyl)amino)-6-oxohexyl)amino)-6-oxohexanoic acid